O=C1NC(CCC1C1=C(C=C(C=C1)N1CCN(CC1)CC1CCNCC1)F)=O 4-((4-(4-(2,6-dioxopiperidin-3-yl)-3-fluorophenyl)piperazin-1-yl)methyl)piperidine